tert-butyl (2R,5S)-2-[(E)-3-(diethylamino)prop-2-enoyl]-5-methyl-piperidine-1-carboxylate C(C)N(/C=C/C(=O)[C@@H]1N(C[C@H](CC1)C)C(=O)OC(C)(C)C)CC